2-[(7aR)-5-Chloro-1-methyl-1,7,7a,8,9,10,11,13-octahydropyrazino[2',1':3,4][1,4]oxazepino[7,6-g]indazol-4-yl]-3-fluorophenol ClC=1C(=C2C=NN(C2=C2C1OC[C@@H]1N(C2)CCNC1)C)C1=C(C=CC=C1F)O